3-tertiary butyl-6-(ethylthio)-1-[(2,4,5-trifluorophenyl)methyl]-1,3,5-triazine-2,4-dione C(C)(C)(C)N1C(N(C(=NC1=O)SCC)CC1=C(C=C(C(=C1)F)F)F)=O